CN(C1=CC=C2C(=C3C(O2)=CC=CC(=C3)NC(C=C)=O)C1)C N-(N,N-dimethyl-2-aminocyclohepta[b]benzofur-9-yl)acrylamide